(±)-N-(3-aminopropyl)-N,N-dimethyl-2,3-bis(syn-9-tetradeceneyloxy)-1-propanaminium NCCC[N+](C[C@H](COCCCCCCCCC=CCCCC)OCCCCCCCCC=CCCCC)(C)C |r|